(1S,3R)-3-aminocyclopentanol hydrochloride Cl.N[C@H]1C[C@H](CC1)O